(4,7-Dimethyl-1,3-dihydro-2,6,8a-triaza-as-indacen-2-yl)-[1-(2-trifluoromethyl-pyridin-4-yl)-pyrrolidin-3(R)-yl]-methanone CC=1C=2CN(CC2N2C=C(N=C2C1)C)C(=O)[C@H]1CN(CC1)C1=CC(=NC=C1)C(F)(F)F